N1C(C=CCC1)C(=O)[O-] 1,2,5,6-tetrahydropicolinate